1-iodo-2-methyl-pentane ICC(CCC)C